2-[(3R)-3-Fluorotetrahydro-1H-pyrrol-1-yl]ethan-1-amine F[C@H]1CN(CC1)CCN